ClC1=C(C=CC(=C1)C(F)(F)F)NC(=O)C1(CCC1)N1N=CC2=C1CN(C2)C2CCNCC2 N-(2-chloro-4-(trifluoromethyl)phenyl)-1-(5-(piperidin-4-yl)-5,6-dihydropyrrolo[3,4-c]pyrazol-1(4H)-yl)cyclobutane-1-carboxamide